C=C\C=C/C=C\CCCCCCCCCCCCCC (3z,6z,9z)-eicosatrien